l-aspartic acid diethyl ester hydrochloride Cl.C(C)OC([C@@H](N)CC(=O)OCC)=O